5-methyl-1-(4-(2-(4'-(pyrrolidin-1-ylmethyl)-[1,1'-biphenyl]-4-yl)propan-2-yl)phenyl)-1H-1,2,4-triazole-3-carboxamide CC1=NC(=NN1C1=CC=C(C=C1)C(C)(C)C1=CC=C(C=C1)C1=CC=C(C=C1)CN1CCCC1)C(=O)N